tert-butyl (tert-butoxycarbonyl)(6-((R,S)-3-(5-((R)-3-hydroxy-1-methyl-2-oxopyrrolidin-3-yl)isoxazol-3-yl)piperidin-1-yl)pyrido[3,2-d]pyrimidin-4-yl)carbamate C(C)(C)(C)OC(=O)N(C(OC(C)(C)C)=O)C=1C2=C(N=CN1)C=CC(=N2)N2C[C@@H](CCC2)C2=NOC(=C2)[C@]2(C(N(CC2)C)=O)O